CC=1C(=C(C=C(C1)C(C)(C)C)C1=C(C2=CC=CC=C2C=C1)C(=O)[O-])C1=C(C2=CC=CC=C2C=C1)C(=O)[O-] 3-methyl-5-tert-butyl-1,2-phenylenedi(1-naphthoate)